P(=O)(O)(O)O.O[Si](CCCC[Na])(O)O 3-(trihydroxysilyl)propyl-methyl-sodium phosphate